N1(CCNCC1)C=1C=CC2=C(NC(=N2)C2=CC(=CN2)C(=O)C2=C(C=CC=C2)C(F)(F)F)C1 (5-(6-(piperazin-1-yl)-1H-benzo[d]imidazol-2-yl)-1H-pyrrol-3-yl)(2-(trifluoromethyl)phenyl)methanone